ClC=1C(=CC=C2N=CC(=NC12)C=1C=NN(C1)C(=O)OC(C)C)OC=1C=CC2=C(NC(=N2)C)C1F propan-2-yl 4-{8-chloro-7-[(7-fluoro-2-methyl-1H-1,3-benzodiazol-6-yl)oxy]quinoxalin-2-yl}-1H-pyrazole-1-carboxylate